2-mercapto-4-(4-methoxyphenyl)-6-oxo-1,6-dihydropyrimidine-5-carbonitrile SC=1NC(C(=C(N1)C1=CC=C(C=C1)OC)C#N)=O